OC=1C=CC2=C([Si](C=3C(=N2)C=CC(C3)=O)(C)C)C1 8-hydroxy-10,10-dimethyldibenzo[b,e][1,4]azasilin-2(10H)-one